O=C[C@H](O)[C@@H](O)[C@@H](O)[C@H](O)CO R-D-galactose